C(C1=CC=CC=C1)NC1=NNC(=N1)N N-benzyl-1H-[1,2,4]triazole-3,5-diamine